C(C)(C)C=1C=C(\C=N\NC2=NC=3N(C(=C2)N2CCOCC2)N=C(N3)C3=CC=NC=C3)C=CC1 (E)-4-(5-(2-(3-isopropylbenzylidene)hydrazinyl)-2-(pyridin-4-yl)-[1,2,4]triazolo[1,5-a]pyrimidin-7-yl)morpholine